FC1(OCCN(C1)C1=NC=CC(=N1)NC1=CC(=NO1)C1=C(C=C(C=C1)OC)F)F N-(2-(2,2-difluoromorpholino)pyrimidin-4-yl)-3-(2-fluoro-4-methoxyphenyl)isoxazol-5-amine